C1(=CC=C(C=C1)NC#N)C1=CC=CC=C1 N-([1,1'-biphenyl]-4-yl)cyanamide